OC[C@@H](C)NC1=NC(=CC(=C1)C=1C=C(C=CC1C)NC(=O)N1C[C@@H](CC1)CC(F)(F)F)C1CCOCC1 (3S)-N-[3-(2-[[(2R)-1-hydroxypropan-2-yl]amino]-6-(oxan-4-yl)pyridin-4-yl)-4-methylphenyl]-3-(2,2,2-trifluoroethyl)pyrrolidine-1-carboxamide